CC(C)CCCCCC 2-methyl-octane